(1r,3s,5s)-8-[5-(5-fluoro-2-methoxypyridin-4-yl)-1H-pyrazole-3-carbonyl]-N-[4-(trifluoromethyl)bicyclo[2.2.2]oct-1-yl]-8-azabicyclo[3.2.1]octane-3-carboxamide FC=1C(=CC(=NC1)OC)C1=CC(=NN1)C(=O)N1[C@H]2CC(C[C@@H]1CC2)C(=O)NC21CCC(CC2)(CC1)C(F)(F)F